henicosa-12,15-dien-1-yl-6,6-bis(octyloxy)hexanoate C(CCCCCCCCCCC=CCC=CCCCCC)OC(CCCCC(OCCCCCCCC)OCCCCCCCC)=O